ClC1=C(C(=O)NC2=NC=C(C=C2F)C#CC2=CC=CC=C2)C=C(C=C1)C=1C=NN(C1)C1COC1 2-chloro-N-[3-fluoro-5-(2-phenylethynyl)-2-pyridyl]-5-[1-(oxetan-3-yl)pyrazol-4-yl]benzamide